N1-(6-cyclohexyl-pyridin-3-yl)-N2-(1H-pyrrolo[3,2-c]pyridin-3-yl)oxalamide C1(CCCCC1)C1=CC=C(C=N1)NC(C(=O)NC1=CNC2=C1C=NC=C2)=O